Imidazole iridium [Ir].N1C=NC=C1